O=C1N[C@H]2[C@@H](N1)CS[C@H]2CCCCC(=O)OCCCCCCNC(=O)C2=NOC(=N2)C=2SC=CC2 6-(5-(thiophen-2-yl)-1,2,4-oxadiazole-3-carboxamido)hexyl 5-((3aS,4S,6aR)-2-oxohexahydro-1H-thieno[3,4-d]imidazol-4-yl)pentanoate